C1=NC=CC2=C1C1=CN=CC=C1N2 5H-pyrrolo[3,2-c:4,5-c']dipyridin